C(C)N(C(C1=C(C=CC(=C1)F)OC1=C(N=CN=N1)N1CC2(CN(C2)C(C(C)C)CC(CN(C)C(C)C)O)CC1)=O)C(C)C N-ethyl-5-fluoro-2-((5-(2-((3x-r,5x-r)-5-hydroxy-6-(isopropyl-(methyl)amino)-2-methylhex-3-yl)-2,6-diazaspiro[3.4]oct-6-yl)-1,2,4-triazin-6-yl)oxy)-N-isopropylbenzamide